tert-Butyl 2-((((9H-fluoren-9-yl)methoxy) carbonyl)(methyl)amino)-3-(2-(dimethylamino)pyridin-4-yl)propanoate C1=CC=CC=2C3=CC=CC=C3C(C12)COC(=O)N(C(C(=O)OC(C)(C)C)CC1=CC(=NC=C1)N(C)C)C